FC1=CC=C(C=N1)C=1C=C2C=CC=NC2=CC1 6-(6-fluoropyridin-3-yl)quinolin